1-imino-2,4-dihydroxybenzene N=C1C(C=C(C=C1)O)O